CN1C=C(C=C1)B1OC(C(O1)(C)C)(C)C Methyl-3-(4,4,5,5-tetramethyl-[1,3,2]dioxaborolan-2-yl)-1H-pyrrole